C(C)(C)(C)OC(=O)N[C@@H]1C[C@H](CCC1=O)C(=O)OCC ethyl (1S,3R)-3-((tert-butoxycarbonyl)amino)-4-oxocyclohexane-1-carboxylate